ClC1=C(C(=CC=C1)F)N1C(C2=CC(=C(C=C2C(=N1)C(C)C1CC1)N1N=C(N(C1=O)CC)CO)F)=O 2-(2-chloro-6-fluorophenyl)-4-(1-cyclopropylethyl)-6-(4-ethyl-3-(hydroxymethyl)-5-oxo-4,5-dihydro-1H-1,2,4-triazol-1-yl)-7-fluorophthalazin-1(2H)-one